C(C)(C)(C)OC(=O)NCCC(C(=O)O)O 4-((tert-butoxycarbonyl)amino)-2-hydroxybutanoic acid